ClC=1C=C2C(=CN1)N(C(=C2)C=2C(=NC=CC2)OC)CC 3-[5-chloro-1-ethylpyrrolo[2,3-c]pyridin-2-yl]-2-methoxypyridine